C1(CC1)C=1N=C(SC1)C(=O)NC12CC(C1)(C2)NC(COC2=CC(=C(C=C2)Cl)Cl)=O 4-cyclopropyl-N-{3-[2-(3,4-dichlorophenoxy)acetylamino]bicyclo[1.1.1]pentan-1-yl}-1,3-thiazole-2-carboxamide